N-(4,4-difluoro-1,1-dioxo-3,4-dihydro-2H-1λ6-benzothiopyran-8-yl)-N-[(4-ethenyl-3-nitrophenyl)methyl]pyridine-3-carboxamide FC1(CCS(C2=C1C=CC=C2N(C(=O)C=2C=NC=CC2)CC2=CC(=C(C=C2)C=C)[N+](=O)[O-])(=O)=O)F